NC1=NC(=C(C=C1C=1C=C2CCNC(C2=CC1)=O)C1=CC(=CC=C1)CN1CCN(CC1)CCOC)F 6-(2-amino-6-fluoro-5-(3-((4-(2-methoxyethyl)piperazin-1-yl)methyl)phenyl)pyridin-3-yl)-3,4-dihydroisoquinolin-1(2H)-one